ethyl 2-[(6-benzyloxy-9-bromo-[1,2,4]triazolo[5,1-a]isoquinoline-5-carbonyl)amino]acetate C(C1=CC=CC=C1)OC1=C(N2C(C3=CC(=CC=C13)Br)=NC=N2)C(=O)NCC(=O)OCC